FC1([C@@H](C2=C(NC1=O)N(N=C2C)C)O)F 5,5-difluoro-(R)-4-hydroxy-1,3-dimethyl-1H,4H,5H,6H,7H-pyrazolo[3,4-b]pyridin-6-one